2-(2,4-dichloro-5-iodophenyl)-4-(difluoromethyl)-2,4-dihydro-5-methyl-3H-1,2,4-triazole-3-one ClC1=C(C=C(C(=C1)Cl)I)N1N=C(N(C1=O)C(F)F)C